2,3-bis(1-imidazolylmethyl)quinoxaline N1C(=NC=C1)CC1=NC2=CC=CC=C2N=C1CC=1NC=CN1